N[C@@]1([C@H](CCC1)CC1CC1)COC1=C(C#N)C(=CC(=C1)C1=CN=C2N1C(=CC=C2)OC)OC 2-(((1s,2r)-1-amino-2-(cyclopropylmethyl)cyclopentyl)methoxy)-6-methoxy-4-(5-methoxyimidazo[1,2-a]pyridin-3-yl)benzonitrile